FC=1C=NC=CC1C=1C(=C2C=NC(=NC2=CC1)NC1COC1)F 3-fluoro-4-{5-fluoro-2-[(oxetan-3-yl)amino]quinazolin-6-yl}pyridin